3-[2-(2-Aminopyrimidin-5-yl)ethynyl]-4-(difluoromethoxy)-N-[(1S)-2-hydroxy-1-phenylethyl]benzamide hydrochloride Cl.NC1=NC=C(C=N1)C#CC=1C=C(C(=O)N[C@H](CO)C2=CC=CC=C2)C=CC1OC(F)F